FC=1C(=CC2=C(N(C(N2C=2OC(=NN2)C)=O)C)C1)S(=O)(=O)NC1(CC1)C 6-fluoro-1-methyl-N-(1-methylcyclopropyl)-3-(5-methyl-1,3,4-oxadiazol-2-yl)-2-oxo-benzimidazole-5-sulfonamide